N(=[N+]=[N-])C1C(N(C=2N(C1)N=C(C2)C2=C(C=NN2C(C)C)Cl)CC2=CC=C(C=C2)C=2N(C=C(N2)C(F)(F)F)CC)=O 6-azido-2-(4-chloro-1-isopropyl-1H-pyrazol-5-yl)-4-(4-(1-ethyl-4-(trifluoromethyl)-1H-imidazol-2-yl)benzyl)-6,7-dihydropyrazolo[1,5-a]pyrimidin-5(4H)-one